methyl 1-(3-(3-chloro-4-nitrobenzamido)-5-fluoro-2-oxopyridin-1(2H)-yl)cyclopropane-1-carboxylate ClC=1C=C(C(=O)NC=2C(N(C=C(C2)F)C2(CC2)C(=O)OC)=O)C=CC1[N+](=O)[O-]